FC1(CCN(CC1)CCCCC(=O)NC=1SC=CN1)F 5-(4,4-difluoropiperidin-1-yl)-N-(1,3-thiazol-2-yl)pentanamide